(7H-purin-8-yl)ethanethiol N1=CN=C2N=C(NC2=C1)C(C)S